CN1CCN(CCC1)C1CC(C1)C(=O)N 3-(4-methyl-1,4-diazepan-1-yl)cyclobutane-1-carboxamide